C(=O)(O)CCP(CCC(=O)O)CCC(=O)O (tris[2-carboxyethyl])Phosphine